C(C)N1C(C(N(CC1)C(=O)N[C@@H](C(=O)N[C@@H]1B(OC2=C(C1)C=CC=C2C(=O)O)O)C2=CC(=CC(=C2)CP(=O)(O)O)F)=O)=O (R)-3-((R)-2-(4-ethyl-2,3-dioxopiperazine-1-carboxamido)-2-(3-fluoro-5-(phosphonomethyl)phenyl)acetamido)-2-hydroxy-3,4-dihydro-2H-benzo[e][1,2]oxaborinine-8-carboxylic acid